8-(bis(mercaptomethylthio)methyl)-3,4,12,13-Tetrakis(mercaptomethylthio)1,15-dimercapto-2,5,7,9,11,14-hexathiapentadecane SCSC(C(SCSC(C(SCS)SCS)SCS)SCSC(C(SCS)SCS)SCS)SCS